6-methoxy-N-(3-sulfopropyl)quinoline ammonium [NH4+].COC=1C=C2C=CCN(C2=CC1)CCCS(=O)(=O)O